N-{(1S)-1-cyano-2-[(3S)-2-oxopyrrolidin-3-yl]ethyl}-4-(trifluoromethyl)-L-prolinamide C(#N)[C@H](C[C@H]1C(NCC1)=O)NC([C@H]1NCC(C1)C(F)(F)F)=O